CN1C=NC2=C1C=CC(=C2)SC(F)(F)F 1-Methyl-5-(trifluoromethylthio)benzimidazole